SC1=NC(=NN1)CO 5-mercapto-1,2,4-triazole-3-methanol